3-(5-(3-amino-1-ethyl-7-(pyrrolidin-1-ylmethyl)-1H-pyrazolo[4,3-b]pyridin-5-yl)-1-oxoisoindolin-2-yl)piperidine-2,6-dione NC1=NN(C=2C1=NC(=CC2CN2CCCC2)C=2C=C1CN(C(C1=CC2)=O)C2C(NC(CC2)=O)=O)CC